(3-(3-(4-((pyridin-3-yloxy)methyl)phenoxy)azetidin-1-yl)-2-(1H-pyrrol-1-yl)phenyl)(pyrrolidin-1-yl)methanone N1=CC(=CC=C1)OCC1=CC=C(OC2CN(C2)C=2C(=C(C=CC2)C(=O)N2CCCC2)N2C=CC=C2)C=C1